CC(=CCC=1C(=C(C(=O)NS(=O)(=O)C=CC)C(=CC1O)CCCCC)O)CCC=C(C)C 3-(3,7-dimethylocta-2,6-dien-1-yl)-2,4-dihydroxy-6-pentyl-N-((prop-1-en-1-yl)sulfonyl)benzamide